BrC=1SC(=CC1C#C)Br 2,5-dibromo-3-ethynylthiophene